BrC=1C=CC=2C3=C(C(NC2C1)=O)C=NN3C(=O)OC(C)(C)C tert-butyl 7-bromo-4-oxo-4,5-dihydro-1H-pyrazolo[4,3-c]quinoline-1-carboxylate